F[C@@H]1CN(CC1)C[C@H](C)[C@H]1CC[C@H]2\C(\CCC[C@]12C)=C\C=C1C[C@@H](C[C@@H](C1)O)O (1R,3S)-5-(2-((1R,3aS,7aR,E)-1-((R)-1-((S)-3-fluoropyrrolidin-1-yl)propan-2-yl)-7a-methyl-octahydro-4H-inden-4-ylidene)ethylidene)cyclohexane-1,3-diol